C(C1=CC=CC=C1)OC1=NC(=CC=C1C1=NC=C(C(=C1F)C)N1CCC(CC1)C1=CC=C(C=C1)Cl)OCC1=CC=CC=C1 2',6'-Bis(benzyloxy)-5-(4-(4-chlorophenyl)piperidin-1-yl)-3-fluoro-4-methyl-2,3'-bipyridine